[Cl-].C(CCCCCCCCCCC)[N+](CC1=CC=CC=C1)(CCO)CCO dodecyl-bis(2-hydroxyethyl)benzyl-ammonium chloride